4-(3-((2-((2-(1-methylpiperidin-4-yl)-2H-1,2,3-triazol-4-yl)amino)-5-(trifluoromethyl)pyrimidin-4-yl)amino)propyl)-1,4-oxazepan-5-one CN1CCC(CC1)N1N=CC(=N1)NC1=NC=C(C(=N1)NCCCN1CCOCCC1=O)C(F)(F)F